CC1(OB(OC1(C)C)C=1C=CC(=NC1)C=1CCN(CC1)C(=O)OC(C)(C)C)C tert-butyl 5-(4,4,5,5-tetramethyl-1,3,2-dioxaborolan-2-yl)-3',6'-dihydro-[2,4'-bipyridine]-1'(2'H)-carboxylate